CC1(COCC1)C1(NC(=CC=C1NC1COCC1)C1=CC=NC=C1)N 2-(3-methyltetrahydrofuran-3-yl)-6-(4-pyridinyl)-N3-tetrahydrofuran-3-yl-pyridine-2,3-diamine